COCC1=C2C(=NC(=C1)C1=CN(C3=CN=C(C=C31)NC(C)=O)C)C3(OCC2)COCC3 N-(3-(4'-(Methoxymethyl)-4,5,5',6'-Tetrahydro-2H-Spiro[Furan-3,8'-Pyrano[3,4-b]Pyridin]-2'-yl)-1-Methyl-1H-Pyrrolo[2,3-c]Pyridin-5-yl)Acetamide